(1-menthoxy)-1,2-propanediol C1(CCC(CC1)C(C)C)(C)OC(C(C)O)O